NC1=C(N=CC(=N1)N1CCC2(CC=C(C2N)C2CC2)CC1)SC1=C(C(=NC=C1)N)Cl 8-(6-amino-5-((2-amino-3-chloropyridine-4-yl)thio)pyrazine-2-yl)-2-cyclopropyl-8-azaspiro[4.5]dec-2-en-1-amine